C(C)C1=C(C=CC(=N1)N1CC2CC2C1)C=COC 3-[6-ethyl-5-(2-methoxyvinyl)pyridin-2-yl]-3-azabicyclo[3.1.0]hexane